ClC=1N=C(C=2OCCNC2N1)NC1CC=2C=3C(=CNC3C=CC2)C1 2-chloro-N-(1,3,4,5-tetrahydrobenzo[cd]indol-4-yl)-7,8-dihydro-6H-pyrimido[5,4-b][1,4]oxazin-4-amine